T-butyl-5-amino-naphthalene-1-carboxylate C(C)(C)(C)OC(=O)C1=CC=CC2=C(C=CC=C12)N